FC1=C(C(=C(C(=C1[B-](C1=C(C(=C(C(=C1F)F)F)F)F)(C1=C(C(=C(C(=C1F)F)F)F)F)C1=C(C(=C(C(=C1F)F)F)F)F)F)F)F)F.C[NH+](CCCCCCCCCCCC)CCCCCCCCCCCC methylbis(dodecyl)ammonium tetrakis(pentafluorophenyl)borate